chloro-bis[4-(trifluoromethyl)phenyl]phosphine ClP(C1=CC=C(C=C1)C(F)(F)F)C1=CC=C(C=C1)C(F)(F)F